NC=1C=C(C=CC1)C=1N=C(NC1C)N(C(=O)OC(C)(C)C)C(=O)OC(C)(C)C 4-(3-aminophenyl)-5-methyl-2-(N,N-bis-tert-butoxycarbonylamino)-1H-imidazole